N-(4-chlorobenzyl)-1-methyl-8-((1-(N-(2-(methylamino)-2-oxoethyl)sulfamoyl)cyclopropyl)methoxy)-2-oxo-1,2-dihydropyrido[2,3-d]pyridazine-3-carboxamide ClC1=CC=C(CNC(=O)C2=CC=3C(=C(N=NC3)OCC3(CC3)S(NCC(=O)NC)(=O)=O)N(C2=O)C)C=C1